ClC=1C=C(C=C2C=C(N=CC12)NC(=O)C1CC1)C=1C=NC=CC1C N-[8-chloro-6-(4-methyl-3-pyridinyl)-3-isoquinolinyl]Cyclopropanecarboxamide